NC1=C(C=NN1C=1C=NC(=CC1C)OC1=C(C=CC=C1F)F)C(=O)C1=CC=2C(=CC=3CCN(C(C3C2)CO)C2COC2)N1 (5-amino-1-{6-[(2,6-difluorophenyl)oxy]-4-methylpyridin-3-yl}pyrazol-4-yl)[5-(hydroxymethyl)-6-(oxetan-3-yl)-5,6,7,8-tetrahydro-1H-pyrrolo[2,3-g]isoquinolin-2-yl]methanone